(R)-4-((5-cyclopropyl-1H-pyrazol-3-yl)amino)-2-(3-methylpiperazine-1-carbonyl)quinazoline-6-carbonitrile hydrochloride Cl.C1(CC1)C1=CC(=NN1)NC1=NC(=NC2=CC=C(C=C12)C#N)C(=O)N1C[C@H](NCC1)C